(2R)-2-[4-bromo-2-(1,2,3-thiadiazol-4-yl)phenoxy]-3-fluoropropionic acid BrC1=CC(=C(O[C@H](C(=O)O)CF)C=C1)C=1N=NSC1